C(CCC(=O)O)(=O)O.C(C)(=O)OCCCO hydroxy-propyl acetate succinate